BrC1=CC=C(C=C1)C1=CC=C(C=C1)C(CC(C1=CC=CC=C1)C=1C(OC2=C(C1O)C=CC=C2)=O)O 3-(3-(4'-Bromo(1,1'-biphenyl)-4-yl)-3-hydroxy-1-phenyl-propyl)-4-hydroxy-2H-1-benzopyran-2-on